O1COC=2C(=NC=CC21)CN2[C@H](C[C@@H](C2)F)C(=O)NC2=C(C=C(C(=C2)F)C2=CC=NN2C)F (2R,4S)-1-([1,3]dioxolo[4,5-c]pyridin-4-ylmethyl)-N-(2,5-difluoro-4-(1-methyl-1H-pyrazol-5-yl)phenyl)-4-fluoropyrrolidine-2-carboxamide